[Si](C)(C)(C(C)(C)C)O[C@H](C)C1=CC=C(C=C1)N1[C@H](CCC1)C=1N=CSC1 4-((R)-1-(4-((R)-1-((tert-butyldimethylsilyl)oxy)ethyl)phenyl)pyrrolidin-2-yl)thiazol